CC=1C=NC=CC1NCCNC(=O)C1=CC(=NO1)C1=CC=CC=C1 N-{2-[(3-methylpyridin-4-yl)amino]ethyl}-3-phenyl-1,2-oxazole-5-carboxamide